N1=NC=C(C=C1)C(=O)NN pyridazine-4-carbohydrazide